4-chloro-10-(2,6-difluoro-4-{[2-(methylamino)ethyl]amino}phenyl)-8-ethyl-13-fluoro-6,8,10-triazatricyclo[9.4.0.02,7]pentadeca-1(11),2(7),3,5,12,14-hexaen-9-one ClC1=CC=2C=3C=CC(=CC3N(C(N(C2N=C1)CC)=O)C1=C(C=C(C=C1F)NCCNC)F)F